(4S,5S)-1-(3-chlorophenyl)-3-(isoquinolin-4-yl)-5-methyl-2-oxoimidazolidine-4-carbonitrile ClC=1C=C(C=CC1)N1C(N([C@@H]([C@@H]1C)C#N)C1=CN=CC2=CC=CC=C12)=O